4-((6-(1-Isopropyl-1H-pyrazol-4-yl)pyridazin-4-yl)((4-(4-methoxy-3-methylphenyl)bicyclo[2.2.2]octan-1-yl)methyl)carbamoyl)(trans-cyclohexyl) 3-hydroxyazetidine-1-carboxylate OC1CN(C1)C(=O)O[C@@H]1CC[C@H](CC1)C(N(CC12CCC(CC1)(CC2)C2=CC(=C(C=C2)OC)C)C2=CN=NC(=C2)C=2C=NN(C2)C(C)C)=O